(R)-N-(4-(3-((5-chloro-4-cyclopropoxypyrimidin-2-yl)amino)pyrrolidine-1-carbonyl)phenyl)acrylamide ClC=1C(=NC(=NC1)N[C@H]1CN(CC1)C(=O)C1=CC=C(C=C1)NC(C=C)=O)OC1CC1